[O-2].C1(C=CC=C1)[Hf](N(C)C)(N(C)C)N(C)C (cyclopentadienyl)tris(dimethylamino)hafnium oxide